C(C)(C)N1C(=C(C=2C1=NC=CC2)C2=CC(=C(C=C2)C)NC(C=C)=O)C2=CC=C(C=C2)N(C)CCN(C)C isopropyl-3-(3-acrylamido-4-methylphenyl)-2-(4-((2-(dimethylamino)ethyl)(methyl)amino)phenyl)-1H-pyrrolo[2,3-b]pyridine